C(#C)C1=CC=C(C(=N1)C)C1=C(C2=C(N=CN=C2N)N1C)C1=CC[C@H](CC1)C(=O)N1C(CCC1)C#C 6-(6-ethynyl-2-methylpyridin-3-yl)-5-[(4S)-4-(2-ethynylpyrrolidine-1-carbonyl)cyclohex-1-en-1-yl]-7-methyl-7H-pyrrolo[2,3-d]pyrimidin-4-amine